2,5-dimethyl-3-(1H-pyrazol-4-yl)pyrazine CC1=NC=C(N=C1C=1C=NNC1)C